C(C)(=O)OC(C(=O)NC1=CC(=C(C=C1)Br)F)C1=CC(=CC=C1)F 2-((4-bromo-3-fluorophenyl)amino)-1-(3-fluorophenyl)-2-oxoethyl acetate